CS(=O)(=O)C1=CC=C(C=C1)C1=CC=C2C(=N1)SC(=N2)O[C@@H](C)C2CCN(CC2)C2=NC=C(C=N2)CCC (S)-5-(4-(methylsulfonyl)phenyl)-2-(1-(1-(5-propylpyrimidin-2-yl)piperidin-4-yl)ethoxy)thiazolo[5,4-b]pyridin